C1(CC1)C1=NC=NC(=C1C1=NC(=C2NC=NC2=N1)NCC1=CC2=C(C=3N(CCC2)C=C(N3)C(F)(F)F)C=C1)OC 2-(4-cyclopropyl-6-methoxypyrimidin-5-yl)-N-((2-(trifluoromethyl)-6,7-dihydro-5H-benzo[c]imidazo[1,2-a]azepin-9-yl)methyl)-7H-purin-6-amine